3-Chloro-2,2-bis(chloromethyl)propylacrylat ClCC(COC(C=C)=O)(CCl)CCl